N-((1S)-2-((4-(2-Methoxy-1-((S)-2-oxo-4-(trifluoromethyl)imidazolidin-1-yl)ethyl)pyridin-2-yl)amino)-1-((1r,4S)-4-methylcyclohexyl)-2-oxoethyl)-1-methyl-1H-imidazole-2-carboxamide COCC(N1C(N[C@@H](C1)C(F)(F)F)=O)C1=CC(=NC=C1)NC([C@H](C1CCC(CC1)C)NC(=O)C=1N(C=CN1)C)=O